BrC1=CC=C(OC=2C=CC(=NC2)F)C=C1 5-(4-bromophenoxy)-2-fluoropyridine